NC(C(=O)N)CS(=O)(=O)O 2-amino-3-sulfopropionamide